[(1,3-dimethylpyrazolo[3,4-b]pyridin-5-yl)amino]-2-[2-oxo[(2S)-(trifluoromethyl)pyrrolidin-1-yl]ethyl]isoindolin-1-one CN1N=C(C=2C1=NC=C(C2)NC2N(C(C1=CC=CC=C21)=O)CC(=O)N2[C@@H](CCC2)C(F)(F)F)C